6-PHENYL-1H-PYRROLO[2,3-B]PYRIDINE-2-CARBOXALDEHYDE C1(=CC=CC=C1)C1=CC=C2C(=N1)NC(=C2)C=O